C(CCC\C=C/C\C=C/C\C=C/C\C=C/C\C=C/CC)NCCCC=O 4-(((5Z,8Z,11Z,14Z,17Z)-eicosa-5,8,11,14,17-pent-en-1-yl)amino)butan-1-one